(R)-2-((2-ethyl-6-(2-(3-hydroxypyrrolidine-1-carbonyl)pyrimidin-5-yl)imidazo[1,2-a]pyridin-3-yl)(methyl)amino)-4-(4-fluorophenyl)thiazole-5-carbonitrile C(C)C=1N=C2N(C=C(C=C2)C=2C=NC(=NC2)C(=O)N2C[C@@H](CC2)O)C1N(C=1SC(=C(N1)C1=CC=C(C=C1)F)C#N)C